(2S)-3-(4-chlorophenyl)-2-[9H-fluoren-9-ylmethoxycarbonyl(methyl)amino]propanoic acid ClC1=CC=C(C=C1)C[C@@H](C(=O)O)N(C)C(=O)OCC1C2=CC=CC=C2C=2C=CC=CC12